O(C1=CC=CC=C1)C1=CC(=NC=C1)C(=O)N 4-phenoxypyridineamide